tert-butyl 3-((4-(1-(1-((2-chloro-4-(trifluoromethyl)phenyl) carbamoyl)cyclobutyl)-1H-pyrazol-4-yl) piperidin-1-yl)methyl)-3-fluoroazetidine-1-carboxylate ClC1=C(C=CC(=C1)C(F)(F)F)NC(=O)C1(CCC1)N1N=CC(=C1)C1CCN(CC1)CC1(CN(C1)C(=O)OC(C)(C)C)F